N2-isopropylbenzo[d]thiazole-2,6-diamine C(C)(C)NC=1SC2=C(N1)C=CC(=C2)N